2-[3-acetyl-6-[5-[(6-methylpyridazin-3-yl)amino]benzimidazol-1-yl]-2-pyridyl]-5-methyl-pyrazole-3-carbonitrile Argon [Ar].C(C)(=O)C=1C(=NC(=CC1)N1C=NC2=C1C=CC(=C2)NC=2N=NC(=CC2)C)N2N=C(C=C2C#N)C